[8-(1-octylnonoxy)-8-oxo-octyl] (2S,4S)-4-[3-(dimethylamino) propanoylamino]-1-(6-oxo-6-undecoxy-hexyl)pyrrolidine-2-carboxylate CN(CCC(=O)N[C@H]1C[C@H](N(C1)CCCCCC(OCCCCCCCCCCC)=O)C(=O)OCCCCCCCC(=O)OC(CCCCCCCC)CCCCCCCC)C